CC1=C(OC2=CC=3N(C=C2)N=NN3)C=CC(=C1)[N+](=O)[O-] 7-(2-methyl-4-nitrophenoxy)-[1,2,3,4]tetrazolo[1,5-a]pyridine